4-(furan-2-yl)-6-(5-methoxy-1H-indol-1-yl)pyrimidin-2-amine O1C(=CC=C1)C1=NC(=NC(=C1)N1C=CC2=CC(=CC=C12)OC)N